[Si](C)(C)(C(C)(C)C)OC1=C(C=C(C=C1)N1C(C2=CC=C(C=C2CC1)C1=CC=CC=C1)=O)NS(=O)(=O)C N-(2-((tert-butyldimethylsilyl)oxy)-5-(1-oxo-6-phenyl-3,4-dihydroisoquinolin-2(1H)-yl)phenyl)methanesulfonamide